2-(5-(tert-Butyl)-4-hydroxy-7H-pyrrolo[2,3-d]pyrimidin-7-yl)isonicotinonitrile C(C)(C)(C)C1=CN(C=2N=CN=C(C21)O)C=2C=C(C#N)C=CN2